O[C@@H](C#N)CC1=CC=CC=C1 |r| (+/-)-2-hydroxy-3-phenylpropanenitrile